N1=CNC(C2=C1SC=C2)=O 3H,4H-THIENO[2,3-D]PYRIMIDIN-4-ONE